C([O-])([O-])=O.[K+].BrC1=CC=C(C2=NSN=C21)Br.[K+] 4,7-dibromo-2,1,3-benzothiadiazole potassium carbonate